1,2,4-trifluoro-5-(prop-1-en-2-yl)benzene FC1=C(C=C(C(=C1)C(=C)C)F)F